C(C)(C)(C)OC(=O)N1[C@H](CN(CC1)CCCCCC1=CC2=C(N(C(N2C)=O)C2C(NC(CC2)=O)=O)C=C1)C(=O)O (2R)-1-tert-butoxycarbonyl-4-[5-[1-(2,6-dioxo-3-piperidyl)-3-methyl-2-oxo-benzimidazol-5-yl]pentyl]piperazine-2-carboxylic acid